FC1=C(CN2CCC(CC2)(O)C=2C(=C3CN(C(C3=CC2F)=O)C2C(NC(CC2)=O)=O)F)C=C(C(=C1)C(F)(F)F)F 3-(5-(1-(2,5-difluoro-4-(trifluoromethyl)benzyl)-4-hydroxypiperidin-4-yl)-4,6-difluoro-1-oxoisoindolin-2-yl)piperidine-2,6-dione